[Re+4].C(CCC)[N+](CCCC)(CCCC)CCCC tetrabutylammonium rhenium